C(C)OC(N(C)C1=CC(=CC=C1)OC)=O (3-methoxyphenyl)(methyl)carbamic acid ethyl ester